4-{[4-fluoro-2-(prop-2-yloxy)phenyl]amino}-5-methyl-N-[2-(piperazin-1-yl)ethyl]-5H-pyrrolo[3,2-d]pyrimidine-6-carboxamide FC1=CC(=C(C=C1)NC=1C2=C(N=CN1)C=C(N2C)C(=O)NCCN2CCNCC2)OC(C)C